BrC=1C=C(C(=C(C1)Cl)OC)C 5-BROMO-1-CHLORO-2-METHOXY-3-METHYLBENZENE